FC(CN1N=C2N(CCN(C2)C2=CC=CC3=CC(=CC=C23)C(=O)N2C[C@H](CCC2)C(F)(F)F)C1=O)F (S)-2-(2,2-difluoroethyl)-7-(6-(3-(trifluoromethyl)piperidine-1-carbonyl)naphthalen-1-yl)-5,6,7,8-tetrahydro-[1,2,4]triazolo[4,3-a]pyrazin-3(2H)-one